OCCOCCOCCOCCOCCOCCOCCOCCOC=1C=C(C=CC1)CC(=O)NC=1SC(=C(N1)C=1C=C2C=CN(C2=CC1)C(C1=C(C=CC=C1)C)=O)C (3-((23-hydroxy-3,6,9,12,15,18,21-heptaoxatricosyl)oxy)phenyl)-N-(5-methyl-4-(1-(2-methylbenzoyl)indol-5-yl)thiazol-2-yl)acetamide